FC(C)(C)C1=CC=C(C(=O)C2(CN(C2)C(=O)O)C)C=C1 3-[4-(1-Fluoro-1-methyl-ethyl)-benzoyl]-3-methyl-azetidine-1-carboxylic acid